(6-chloropyridin-2-yl)-N2-(2-chloropyridin-4-yl)-N'-isopropyl-1,3,5-triazine-2,4-diamine ClC1=CC=CC(=N1)C1=NC(=NC(=N1)NC1=CC(=NC=C1)Cl)NC(C)C